BrC1=C2C(=NC=C1F)N(C(=C2)C2=CC(=NC=C2)OC)S(=O)(=O)C2=CC=CC=C2 4-bromo-5-fluoro-2-(2-methoxypyridin-4-yl)-1-(phenylsulfonyl)-1H-pyrrolo[2,3-b]pyridine